2-(chloromethyl)-1,2-propylene oxide ClCC1(CO1)C